(2S,5R)-7-oxo-2-(N-(thiazol-5-ylsulfonyl) carbamimidoyl)-1,6-diazabicyclo[3.2.1]octan-6-yl hydrogen sulfate S(=O)(=O)(ON1[C@@H]2CC[C@H](N(C1=O)C2)C(NS(=O)(=O)C2=CN=CS2)=N)O